ethyl 3-(3,5-dinitrophenyl)-3-oxopropanoate [N+](=O)([O-])C=1C=C(C=C(C1)[N+](=O)[O-])C(CC(=O)OCC)=O